C(C1=CC=CC=C1)OC1=CC=C(CNC(=O)C2=CNC(C=C2)=O)C=C1 N-(4-(benzyloxy)benzyl)-6-oxo-1,6-dihydropyridine-3-carboxamide